N1C[C@@H](CC1)C=1C=CC2=C(NC(=N2)C2=CC(=CN2)C(=O)C2=C(C=CC=C2)C(F)(F)F)C1 (S)-(5-(6-(pyrrolidin-3-yl)-1H-benzo[d]imidazol-2-yl)-1H-pyrrol-3-yl)(2-(trifluoromethyl)phenyl)methanone